(E)-3-(3-Hydroxy-4-methoxyphenyl)-1-(4-pyrrolidin-1-ylsulfonylphenyl)prop-2-en-1-one OC=1C=C(C=CC1OC)/C=C/C(=O)C1=CC=C(C=C1)S(=O)(=O)N1CCCC1